CNC1=C(C=CC=C1)I N-methyl-o-iodoaniline